2-(2-((5-(6-Ethyl-2,6-diazaspiro[3.3]heptan-2-yl)pyridin-2-yl)amino)-5-fluoropyrimidin-4-yl)-7-isopropyl-3,5-dimethylthieno[2,3-d]pyridazin-4(5H)-one C(C)N1CC2(CN(C2)C=2C=CC(=NC2)NC2=NC=C(C(=N2)C2=C(C3=C(C(=NN(C3=O)C)C(C)C)S2)C)F)C1